Cl.FC1C2C3=CC=CC=C3C(CC1)N2C(C)C 9-fluoro-12-(prop-2-yl)-12-azatricyclo[6.3.1.02,7]Dodeca-2,4,6-triene hydrochloride